5-[bis(3-methoxybenzyl)aminocarbonyloxyethoxy]dimethylbenzylamine COC=1C=C(CN(C(=O)OCCOC=2C=CC=C(CN(C)C)C2)CC2=CC(=CC=C2)OC)C=CC1